CC(C(=O)O)CC 2-methyl-Butanoic acid